FC(CN1N=NC2=C1C=C(C=C2)C=2C=CN1N=C(N=C(C12)OC)NC1CC(C1)(O)C(F)(F)F)F (1s,3s)-3-((5-(1-(2,2-difluoroethyl)-1H-benzo[d][1,2,3]triazol-6-yl)-4-methoxypyrrolo[2,1-f][1,2,4]triazin-2-yl)amino)-1-(trifluoromethyl)cyclobutan-1-ol